C(C=C)(=O)N1CC2=CC=CC(=C2CC1)C1=C2C(=C(NC2=C(C=C1F)C(=O)N)C)C (S)-4-(2-acryloyl-1,2,3,4-tetrahydroisoquinolin-5-yl)-5-fluoro-2,3-dimethyl-1H-indole-7-carboxamide